2,3,6-Trifluoro-5-nitropyridine FC1=NC(=C(C=C1F)[N+](=O)[O-])F